(S)-cyclopropyl(methyl)-λ6-sulfanone C1(CC1)[SH2](=O)C